CN1C=NC(=C1)C1=NN=C(O1)C=O (5-(1-methyl-1H-imidazol-4-yl)-1,3,4-oxadiazol-2-yl)methanone